BrC=1C(=CC(=NC1)Cl)NC1=CC=CC(=N1)N=S(=O)(C)C ((6-((5-bromo-2-chloropyridin-4-yl)amino)pyridin-2-yl)imino)dimethyl-λ6-sulfanone